(2E,2'E)-2,2'-(1-(1,2-dimethyl-5-phenyl-1H-pyrrol-3-yl)propane-1,2-diylidene)bis(N-methylhydrazine-1-carbothioamide) CN1C(=C(C=C1C1=CC=CC=C1)\C(\C(\C)=N\NC(NC)=S)=N/NC(NC)=S)C